Cl.COC1=CC=C(C=N1)[C@@H](C)N (R)-1-(6-methoxypyridin-3-yl)ethan-1-amine hydrochloride